Tert-Butyl 6-chloro-3-[1-[3,6-dimethyl-2-[(1R,5S)-6-(4-nitrophenoxy)carbonyloxy-3-azabicyclo[3.1.0]hexan-3-yl]-4-oxoquinazolin-8-yl]ethylamino]pyridine-2-carboxylate ClC1=CC=C(C(=N1)C(=O)OC(C)(C)C)NC(C)C=1C=C(C=C2C(N(C(=NC12)N1C[C@@H]2C([C@@H]2C1)OC(=O)OC1=CC=C(C=C1)[N+](=O)[O-])C)=O)C